Ethyl 2-(3-(3-(benzyloxy)propyl)isoxazol-5-yl)acetate C(C1=CC=CC=C1)OCCCC1=NOC(=C1)CC(=O)OCC